N-((1-cyclopropyl-4-(2-(6-(difluoromethyl)imidazo[1,2-a]pyridin-3-yl)pyrimidin-4-yl)-3-methylpiperazin-2-yl)methyl)methanesulfonamide C1(CC1)N1C(C(N(CC1)C1=NC(=NC=C1)C1=CN=C2N1C=C(C=C2)C(F)F)C)CNS(=O)(=O)C